4-hexynediol C(CCC#CC)(O)O